ethyl 4-(3-(benzyloxy)-2-(1,3-dioxolan-2-yl)phenyl)butanoate C(C1=CC=CC=C1)OC=1C(=C(C=CC1)CCCC(=O)OCC)C1OCCO1